5-fluoro-1-(pyridin-3-yl)piperidin-3-amine trifluoroacetate FC(C(=O)O)(F)F.FC1CC(CN(C1)C=1C=NC=CC1)N